[F-].P=[NH2+] phosphaniminium fluoride